(2,6-ditrifluoromethylphenyl) borate B(OC1=C(C=CC=C1C(F)(F)F)C(F)(F)F)([O-])[O-]